(E)-3-(4-(3-((2-(4-chloro-3-methylphenoxy)-2-methylpropanoyl)oxy)propoxy)-3-methoxyphenyl)acrylic acid ClC1=C(C=C(OC(C(=O)OCCCOC2=C(C=C(C=C2)/C=C/C(=O)O)OC)(C)C)C=C1)C